(R)-N-(1-(1-(2-(Azetidin-1-yl)pyrimidin-5-yl)ethyl)-1H-pyrazol-4-yl)-6-(3-chloro-6-(difluoromethyl)-2-fluorophenyl)pyrazine-2-carboxamide N1(CCC1)C1=NC=C(C=N1)[C@@H](C)N1N=CC(=C1)NC(=O)C1=NC(=CN=C1)C1=C(C(=CC=C1C(F)F)Cl)F